Cl.NCCOCCC1=C(C(=O)N)C=CC(=C1)N=[N+]=[N-] (2-(2-aminoethoxy)ethyl)-4-azidobenzamide hydrochloride